6-[3-chloro-2-fluoro-4-(3-hydroxypropoxy)phenyl]-5-methyl-4,5-dihydro-2H-pyridazin-3-one ClC=1C(=C(C=CC1OCCCO)C=1C(CC(NN1)=O)C)F